Ethyl 5-(3-bromo-2-fluorophenoxy)-1-methyl-1H-pyrazole-4-carboxylate BrC=1C(=C(OC2=C(C=NN2C)C(=O)OCC)C=CC1)F